FC(C(C(F)(F)F)OC(=O)C1=C(C(=O)C2=[N+](N(C3=CC=C(C=C23)OC)C)[O-])C=C(C(=C1)OC)OC)(F)F 3-(2-(((1,1,1,3,3,3-Hexafluoropropan-2-yl)oxy)carbonyl)-4,5-dimethoxybenzoyl)-5-methoxy-1-methyl-1H-indazole 2-oxide